ClCCC1N(CCCC1)C 2-(2-chloroethyl)-1-methylpiperidine